(R)-2-(2,2-difluoro-propyl)-6-[1-(2-fluoro-6-methyl-phenyl)-piperidin-4-yl]-7-methyl-4-(2-trifluoromethyl-benzyl)-2,4,6,7-tetrahydro-pyrazolo[4,3-d]pyrimidin-5-one FC(CN1N=C2C(N(C(N([C@@H]2C)C2CCN(CC2)C2=C(C=CC=C2C)F)=O)CC2=C(C=CC=C2)C(F)(F)F)=C1)(C)F